sulfonyldiphenyl thiol S(=O)(=O)(C1=C(C=CC=C1)S)C1=C(C=CC=C1)S